3-(2-acetoxyphenyl)propanoic acid C(C)(=O)OC1=C(C=CC=C1)CCC(=O)O